4-(2-bromo-5-methoxy-4-nitrophenyl)piperazine BrC1=C(C=C(C(=C1)[N+](=O)[O-])OC)N1CCNCC1